COC1=CC=C(C=C1)[C@H]1[C@@H](N1)C(=O)O (2R,3S)-3-(4-methoxyphenyl)aziridine-2-carboxylic acid